[Cl-].O=C(C=C)OCC[N+](C)(C)C 2-((1-oxo-2-propenyl)oxy)-N,N,N-trimethylethanaminium chloride